C(C)C=1C(=CC=C2C=C(C=C(C12)C1CC=2N=C(N=C(C2CO1)N(C)C)OC[C@]12CCCN2C[C@@H](C1)F)OCOC)F 7-(8-ethyl-7-fluoro-3-(methoxymethoxy)naphthalen-1-yl)-2-(((2R,7aS)-2-fluorotetrahydro-1H-pyrrolizin-7a(5H)-yl)methoxy)-N,N-dimethyl-7,8-dihydro-5H-pyrano[4,3-d]pyrimidin-4-amine